tert-butyl (S)-3-(4-(8-fluoroquinolin-4-yl)piperazine-1-carbonyl)pyrrolidine-1-carboxylate FC=1C=CC=C2C(=CC=NC12)N1CCN(CC1)C(=O)[C@@H]1CN(CC1)C(=O)OC(C)(C)C